NC1=C(C=C(C=C1)C1=CC=C(C=C1)F)NC(=O)C=1SC(=CC1)S(=O)(=N)C N-[2-amino-5-(4-fluorophenyl)phenyl]-5-(methylsulfonimidoyl)thiophene-2-carboxamide